S(=O)(=O)(OCCNC1=CC(=C(C=C1)F)Cl)O 2-(3-chloro-4-fluoro-anilino)ethyl hydrogen sulfate